[Na+].OCNCC(=O)[O-] N-hydroxymethyl-glycine sodium salt